C(C)N1CC(C1)OC1=CC(=C(C(=C1)F)[C@H]1N([C@@H](CC2=C1NC1=CC=CC=C21)C)CC(C)(C)F)F (1R,3R)-1-[4-(1-ethylazetidin-3-yl)oxy-2,6-difluoro-phenyl]-2-(2-fluoro-2-methyl-propyl)-3-methyl-1,3,4,9-tetrahydropyrido[3,4-b]indole